C1(CC1)C=1NC(=NN1)C1CC2(CN(C2)C(=O)N2CC3(C2)CN(C3)CC=3SC=C(N3)C)C1 [6-(5-cyclopropyl-4H-1,2,4-triazol-3-yl)-2-azaspiro[3.3]heptan-2-yl]-[6-[(4-methylthiazol-2-yl)methyl]-2,6-diazaspiro[3.3]heptan-2-yl]methanone